ClC1=NN(C=C1C=1C=C2C(=NC1)N(C(=C2C=2C=NC(=CC2)OC)CC)S(=O)(=O)C2=CC=C(C)C=C2)C2CCN(CC2)C 5-(3-chloro-1-(1-methylpiperidin-4-yl)-1H-pyrazol-4-yl)-2-ethyl-3-(6-methoxypyridin-3-yl)-1-tosyl-1H-pyrrolo[2,3-b]pyridine